[3-(4-aminocinnolin-7-yl)-4-(difluoromethoxy)-2-fluorophenyl]boronic acid formic acid salt C(=O)O.NC1=CN=NC2=CC(=CC=C12)C=1C(=C(C=CC1OC(F)F)B(O)O)F